tert-butyl (R)-3-(4-((6-((R)-3-(2,3-difluorophenyl)isoxazolidin-2-yl)pyrimidin-4-yl) amino)phenyl)isoxazolidin-2-carboxylate FC1=C(C=CC=C1F)[C@@H]1N(OCC1)C1=CC(=NC=N1)NC1=CC=C(C=C1)[C@@H]1N(OCC1)C(=O)OC(C)(C)C